1,4-azaphosphine-4-oxide N1=CC=P(C=C1)=O